9H-Fluoren-9-ylmethyl [3-({(1R)-1-[1-benzyl-4-(2,5-difluorophenyl)-1H-pyrrol-2-yl]-2,2-dimethylpropyl}amino)propyl]carbamate C(C1=CC=CC=C1)N1C(=CC(=C1)C1=C(C=CC(=C1)F)F)[C@@H](C(C)(C)C)NCCCNC(OCC1C2=CC=CC=C2C=2C=CC=CC12)=O